C1C(CC(CC1C(=O)O)C(=O)O)C(=O)O cis,cis-1,3,5-Cyclohexanetricarboxylic acid